CC1=CC2=C(N=C(S2)N)C=C1 6-Methylbenzo[d]thiazol-2-amin